C(C)(C)(C)C(C(=O)OC1(COC1)C1=C(C(=CC(=C1)Cl)C)Cl)CCCCCCCC#CC1=CC=C(C=C1)CC(=O)OCC 3-(2,5-dichloro-3-methylphenyl)oxetan-3-ol tert-butyl-11-(4-(2-ethoxy-2-oxoethyl)phenyl)undec-10-ynoate